ClC=1C(=NC(=NC1)N1CC(OCC1)COC=1C=C2C(N(C(C2=CC1)=O)C1C(NC(CC1)=O)=O)=O)NC=1C=C2C=C(C(N(C2=CC1)C)=O)OCC(C)=O 5-[[4-(5-chloro-4-[[1-methyl-2-oxo-3-(2-oxopropoxy)quinolin-6-yl]amino]pyrimidin-2-yl)morpholin-2-yl]methoxy]-2-(2,6-dioxopiperidin-3-yl)isoindole-1,3-dione